tert-butyl N-[(1S)-1-{[(1S)-1-{[3,5-dichloro-4-(hydroxymethyl)phenyl]carbamoyl}ethyl]carbamoyl}-2-methylpropyl]carbamate ClC=1C=C(C=C(C1CO)Cl)NC(=O)[C@H](C)NC(=O)[C@H](C(C)C)NC(OC(C)(C)C)=O